C1(=CC=CC=C1)C1=C(N=CN1)C=O 5-phenyl-1H-imidazole-4-carbaldehyde